COCC(C(=O)N1C2CN(CC1C2)C=2N=CC1=C(N2)C(=NC=N1)NC1=CC(=C(C=C1)OC1=CC2=C(N(N=N2)C)C=C1)C)=C 2-(methoxymethyl)-1-(3-(8-((3-methyl-4-((1-methyl-1H-benzo[d][1,2,3]triazol-5-yl)oxy)phenyl)amino)pyrimido[5,4-d]pyrimidin-2-yl)-3,6-diazabicyclo[3.1.1]heptan-6-yl)prop-2-en-1-one